CC=CC=CC 2,4-Hexadiene